2-(1-cyclopropyl-2-methoxy-2-methylpropyl)-7-(4-(5-methyl-1,3,4-oxadiazol-2-yl)phenyl)isoindolin-1-one C1(CC1)C(C(C)(C)OC)N1C(C2=C(C=CC=C2C1)C1=CC=C(C=C1)C=1OC(=NN1)C)=O